N-[5-(3-chlorophenoxy)pyridin-2-yl]-1-ethyl-6-oxo-1,6-dihydropyridine-3-carboxamide ClC=1C=C(OC=2C=CC(=NC2)NC(=O)C2=CN(C(C=C2)=O)CC)C=CC1